6-(hydroxymethyl)-2H,3H-pyrrolo[3,4-c]pyridin-1-one OCC1=CC2=C(C=N1)CNC2=O